ClC=1C(=NC(=NC1)NC=1C(=CC(=C(C1)NC(C=C)=O)N1CCN(CC1)C)OC)NC1=C(C=CC=C1)C1=NN(C=C1)C N-(5-((5-chloro-4-((2-(1-methyl-1H-pyrazol-3-yl)phenyl)amino)pyrimidin-2-yl)amino)-4-methoxy-2-(4-methylpiperazin-1-yl)phenyl)acrylamide